C(CCCCCCCC)C1=C(C=CC=C1)P([O-])(=O)C1=C(C=CC=C1)CCCCCCCCC.[Nd+3].C(CCCCCCCC)C1=C(C=CC=C1)P([O-])(=O)C1=C(C=CC=C1)CCCCCCCCC.C(CCCCCCCC)C1=C(C=CC=C1)P([O-])(=O)C1=C(C=CC=C1)CCCCCCCCC neodymium bis(n-nonylphenyl)phosphinate